cubane-1,4-dicarboxylic acid dimethyl ester COC(=O)C12C3C4C5(C3C1C5C24)C(=O)OC